7-[(7S)-4-azaspiro[2.5]octan-7-yl]-6,7-dihydro-5H-pyrrolo[2,3-c]pyridazin C1CC12NCC[C@@H](C2)N2CCC1=C2N=NC=C1